(E)-N-(3-fluoro-2-methylphenyl)-3-(1H-indazol-6-yl)acrylamide Iridium(III) [Ir+3].FC=1C(=C(C=CC1)NC(\C=C\C1=CC=C2C=NNC2=C1)=O)C